C(N)(=O)C(C)(C)N1C(N(C2=C(C1=O)C(=C(S2)C(=O)OCC)C)C[C@@H](OC(C)C)C2=CC=CC=C2)=O ethyl 3-(1-carbamoyl-1-methylethyl)-5-methyl-2,4-dioxo-1-[(2S)-2-phenyl-2-(prop-2-yloxy) ethyl]-1H,2H,3H,4H-thieno[2,3-d]pyrimidine-6-carboxylate